4-chloro-2-[(2S,3R)-3-methoxy-2-methyl-azetidin-1-yl]-6,7-dihydro-5H-cyclopenta[d]pyrimidine ClC=1C2=C(N=C(N1)N1[C@H]([C@@H](C1)OC)C)CCC2